4,7-dihydroxycoumarine OC1=CC(OC2=CC(=CC=C12)O)=O